(5-methoxypyridin-2-yl)(methyl)((trimethylsilyl)imino)-λ6-sulfanone COC=1C=CC(=NC1)S(=O)(=N[Si](C)(C)C)C